1-(1-((tert-butyldimethylsilyl)oxy)propan-2-yl)-4-chloro-5-iodo-1H-pyrazole [Si](C)(C)(C(C)(C)C)OCC(C)N1N=CC(=C1I)Cl